4-(5-((1R,5S)-8-oxa-3-azabicyclo[3.2.1]octane-3-yl)-3-(1H-pyrazol-5-yl)pyrazolo[1,5-a]pyrimidine-7-yl)tetrahydro-2H-pyran-4-ol [C@H]12CN(C[C@H](CC1)O2)C2=NC=1N(C(=C2)C2(CCOCC2)O)N=CC1C1=CC=NN1